[K].[K].OC=1C(C(C(C1O)=O)=O)=O 4,5-Dihydroxy-4-cyclopentene-1,2,3-trione di-Potassium Salt